2-FLUORO-3-METHYLBUTYRIC ACID FC(C(=O)O)C(C)C